1-Undecyl-4-butylpyridinium triflat [O-]S(=O)(=O)C(F)(F)F.C(CCCCCCCCCC)[N+]1=CC=C(C=C1)CCCC